C(C)(=O)C=1N(C=CC1)CC1=CC=C(C(=O)O)C=C1 4-((2-Acetyl-1H-pyrrol-1-yl)methyl)benzoic acid